5-(2-((cis-4-(trifluoromethoxy)cyclohexyl)amino)-7H-pyrrolo[2,3-d]pyrimidin-5-yl)-N-((R)-1,1,1-trifluoropropan-2-yl)pyrazolo[1,5-a]pyridine-3-carboxamide FC(O[C@H]1CC[C@H](CC1)NC=1N=CC2=C(N1)NC=C2C2=CC=1N(C=C2)N=CC1C(=O)N[C@@H](C(F)(F)F)C)(F)F